(4-(aminomethyl)phenyl)-4-nitro-1H-pyrazole-5-carboxylic acid ethyl ester C(C)OC(=O)C1=C(C=NN1C1=CC=C(C=C1)CN)[N+](=O)[O-]